COC1=CC=C(C=C1)P(C1=CC=C(C=C1)OC)C1=CC=C(C=C1)OC tris-(4-methoxyphenyl)-phosphine